2-(1-(6-cyano-4-fluoro-5,10-dihydrobenzo[5,6]oxepino[2,3-b]pyridin-5-yl)ethyl)-5-hydroxy-N-(isoxazol-4-yl)-1-methyl-6-oxo-1,6-dihydropyrimidine-4-carboxamide C(#N)C1=CC=CC2=C1C(C=1C(=NC=CC1F)OC2)C(C)C=2N(C(C(=C(N2)C(=O)NC=2C=NOC2)O)=O)C